NC=1C=2N(C=CN1)C(=NC2C2=CC=C(C=C2)C(NC2=NC=CC(=C2)C(F)(F)F)=O)C21CCC(CC2)(C1)NC(=O)C1OCCC1 N-(4-(8-amino-1-(4-((4-(trifluoromethyl)pyridin-2-yl)carbamoyl)phenyl)imidazo[1,5-a]pyrazin-3-yl)bicyclo[2.2.1]heptan-1-yl)tetrahydrofuran-2-carboxamide